N-benzyl-1-isobutyl-7-isopentyl-5-oxooctahydro-3aH-3,6-methanopyrrolo[3,2-b]pyridine-3a-carboxamide C(C1=CC=CC=C1)NC(=O)C12NC(C3C(C1N(CC2C3)CC(C)C)CCC(C)C)=O